N-(3-(3-(azetidin-1-yl)pyrrolidin-1-yl)phenyl)-4-fluoro-7-methyl-1H-indole N1(CCC1)C1CN(CC1)C=1C=C(C=CC1)N1C=CC2=C(C=CC(=C12)C)F